OCCCCCCCCCCCC 12-hydroxy-dodecane